FC1=C2CN(C(C2=CC=C1NC1=CC=NC=C1)=O)C1=CC(=CC=C1)NC1=CC=NC=C1 4-fluoro-5-(pyridin-4-ylamino)-2-(3-(pyridin-4-ylamino)phenyl)isoindolin-1-one